N-[2,4-difluoro-3-[1-(1H-imidazol-2-yl)imidazo[1,5-a]pyridin-6-yl]phenyl]-6-fluoro-1-hydroxy-2,3-dihydro-1H-indene-4-sulfonamide FC1=C(C=CC(=C1C=1C=CC=2N(C1)C=NC2C=2NC=CN2)F)NS(=O)(=O)C=2C=1CCC(C1C=C(C2)F)O